ClC=1C=C(C=C(C1OC=1C=C2CCN(C(C2=CC1)=O)C1=NC=CC=N1)Cl)N1N=CC(NC1=O)=O 2-(3,5-dichloro-4-((1-oxo-2-(pyrimidin-2-yl)-1,2,3,4-tetrahydroisoquinolin-6-yl)oxy)phenyl)-1,2,4-triazine-3,5(2H,4H)-dione